di-Phenyl-Phosphin C1(=CC=CC=C1)PC1=CC=CC=C1